5-formyl-2-(2-trimethylsilylethoxymethyl)pyrazole-3-carboxylic acid ethyl ester C(C)OC(=O)C=1N(N=C(C1)C=O)COCC[Si](C)(C)C